C1(CC1)C1=NC=NC(=C1C=1N=CC2=C(N1)N(C(CC2)=O)CC2=CC=C(C=C2)C=2N(C=C(N2)C(F)(F)F)C)OC 2-(4-cyclopropyl-6-methoxypyrimidin-5-yl)-8-(4-(1-methyl-4-(trifluoromethyl)-1H-imidazol-2-yl)benzyl)-5,8-dihydropyrido[2,3-d]pyrimidin-7(6H)-one